4-[4-(4,5-Dimethyl-1,3-thiazol-2-yl)piperidin-1-yl]-1-methyl-2-oxo-1,2-dihydroquinoline-3-carbonitrile CC=1N=C(SC1C)C1CCN(CC1)C1=C(C(N(C2=CC=CC=C12)C)=O)C#N